BrC=1C=CC(=NC1)NC(CCC1=CC=CC=C1)=O N-(5-bromopyridine-2-yl)-3-phenylpropionamide